2-chloro-N-((6-fluoropyridin-2-yl)carbamoyl)acetamide ClCC(=O)NC(NC1=NC(=CC=C1)F)=O